The molecule is a secondary alcohol that is cyclohexanol substituted by two methyl groups at the 3-position and one methyl group at the 5-position. It exhibits inhibitory activity against HMG-CoA reductase ( EC 1.1.1.34/EC 1.1.1.88). It has a role as an EC 1.1.1.34/EC 1.1.1.88 (hydroxymethylglutaryl-CoA reductase) inhibitor. It is a member of cyclohexanols and a secondary alcohol. CC1CC(CC(C1)(C)C)O